BrC=1C(=CC(=C(N)C1)C1=CCCC1)Cl 5-bromo-4-chloro-2-(cyclopent-1-en-1-yl)aniline